(s)-5-(1-(2-cyclohexylethyl)piperidin-3-yl)-2-(2,5-dimethoxyquinolin-8-yl)-2,4-dihydro-3H-1,2,4-triazol-3-one C1(CCCCC1)CCN1C[C@H](CCC1)C=1NC(N(N1)C=1C=CC(=C2C=CC(=NC12)OC)OC)=O